C(C1=CC=CC=C1)OC=1C=C(C=CC1OC)C=1C(=CC=NC1C1=CC(=C(C=C1)C#N)F)OCC 5-(3-(Benzyloxy)-4-methoxyphenyl)-6-(4-cyano-3-fluorophenyl)-4-ethoxypyridine